ClC=1N=CC2=CC=C(C=C2C1)\C=C\OCC (E)-3-chloro-6-(2-ethoxyvinyl)isoquinoline